NC1=NC=2C(=CC(=CC2C=2N1N=C(N2)[C@@H]2CC[C@@H](N(C2)C(=O)C2=NC=C(C=C2)C2(CCC2)O)C)F)F [(2S,5R)-5-(5-amino-7,9-difluoro[1,2,4]triazolo[1,5-c]quinazolin-2-yl)-2-methylpiperidin-1-yl][5-(1-hydroxycyclobutyl)pyridin-2-yl]methanone